(2Z,4E,6E,8E)-9-(3-(1H-imidazol-1-yl)-2,6,6-trimethylcyclohex-1-en-1-yl)-1-(1H-imidazol-1-yl)-3,7-dimethylnona-2,4,6,8-tetraen-1-one N1(C=NC=C1)C1C(=C(C(CC1)(C)C)/C=C/C(=C/C=C/C(=C\C(=O)N1C=NC=C1)/C)/C)C